(S)-3-(8-(2-chloro-3-fluorophenyl)-9-(4-((1-(3-fluoropropyl)pyrrolidin-3-yl)oxy)phenyl)-6,7-dihydro-5H-benzo[7]annulen-3-yl)aniline ClC1=C(C=CC=C1F)C=1CCCC2=C(C1C1=CC=C(C=C1)O[C@@H]1CN(CC1)CCCF)C=CC(=C2)C=2C=C(N)C=CC2